ClC=1C=C2N(C(C=3N(C2=CC1)C=CN3)=O)C3=C(C=CC=C3)CC 7-Chloro-5-(2-ethylphenyl)imidazo[1,2-a]quinoxalin-4(5H)-one